5-(N-(2-(4-(3-Bromothiophene-2-carbonyl)piperazin-1-yl)phenyl)-N-phenethylsulfamoyl)-3-chloro-1H-indole-2-Carboxylic acid BrC1=C(SC=C1)C(=O)N1CCN(CC1)C1=C(C=CC=C1)N(S(=O)(=O)C=1C=C2C(=C(NC2=CC1)C(=O)O)Cl)CCC1=CC=CC=C1